2-bromo-9-ethyl-9-phenyl-9H-fluorene BrC1=CC=2C(C3=CC=CC=C3C2C=C1)(C1=CC=CC=C1)CC